6-((S)-1-methoxyethyl)pyridin CO[C@@H](C)C1=CC=CC=N1